methyl (benzyl(1,3-dioxoisoindolin-2-yl)carbamoyl)-L-alloisoleucinate C(C1=CC=CC=C1)N(C(=O)N[C@@H]([C@H](C)CC)C(=O)OC)N1C(C2=CC=CC=C2C1=O)=O